4-(3-amino-1H-pyrazolo[4,3-b]pyridin-5-yl)-N-((1s,3s)-3-(hydroxymethyl)cyclobutyl)-3-methylbenzenesulfonamide NC1=NNC=2C1=NC(=CC2)C2=C(C=C(C=C2)S(=O)(=O)NC2CC(C2)CO)C